(2R,5S)-benzyl 2-(3-bromophenyl)-5-methylpiperidine-1-carboxylate BrC=1C=C(C=CC1)[C@@H]1N(C[C@H](CC1)C)C(=O)OCC1=CC=CC=C1